6-bromo-4-(3-methoxy-5-(1H-pyrazol-1-yl)phenoxy)quinoline BrC=1C=C2C(=CC=NC2=CC1)OC1=CC(=CC(=C1)N1N=CC=C1)OC